C(C)(=O)C1=C(C=C(C=C1OCC)[C@@H](C)N(C(=O)NC1(CC(C1)OC)C(=O)O)CCCCC1=CC=CC=C1)OCC Trans-1-({[(1R)-1-(4-Acetyl-3,5-Diethoxyphenyl)Ethyl](4-Phenylbutyl)Carbamoyl}Amino)-3-Methoxycyclobutane-1-Carboxylic Acid